ClC1=NN(C=C1C=1C(=C(C=CC1)C1=CC=2N(C=C1)N=C(N2)N)F)[C@H](C)C2=CC=C(C=C2)F |r| racemic-7-(3-(3-chloro-1-(1-(4-fluorophenyl)ethyl)-1H-pyrazol-4-yl)-2-fluorophenyl)-[1,2,4]triazolo[1,5-a]pyridin-2-amine